Methyl 2-cyclopropyl-2-[[6-(cyclopropylmethoxy)-5-(3,3-difluoroazetidin-1-yl)pyrazine-2-carbonyl]amino]propanoate C1(CC1)C(C(=O)OC)(C)NC(=O)C1=NC(=C(N=C1)N1CC(C1)(F)F)OCC1CC1